tert-Butyl 3-(1-(2-(ethyl(isopropyl)carbamoyl)-4-fluorophenyl)-1H-pyrrolo[2,3-c]pyridine-3-carbonyl)azetidine-1-carboxylate C(C)N(C(=O)C1=C(C=CC(=C1)F)N1C=C(C=2C1=CN=CC2)C(=O)C2CN(C2)C(=O)OC(C)(C)C)C(C)C